BrC=1C=C(C(=O)N)C=C(C1[N+](=O)[O-])OC 3-bromo-5-methoxy-4-nitro-benzamide